1,3,5-trifluorocyclohexane FC1CC(CC(C1)F)F